C(#N)C[C@@H](CN1C(=CC=C1)C(=O)O)OC (S)-1-(3-cyano-2-methoxypropyl)-1H-pyrrole-2-carboxylic acid